4-n-decylbenzene C(CCCCCCCCC)C1=CC=CC=C1